FC(C1=NN(C=2NCCCC21)C=2C=C(C=CC2)O)(F)F 3-[3-(trifluoromethyl)-4,5,6,7-tetrahydropyrazolo[3,4-b]pyridine-1-yl]phenol